C(C)(=O)NNC(=O)C1=CN=C(N1CC1=CC=C(C=C1)C1=CC(=CC=C1C#N)C1=CC=CC=C1)CCCC N'-acetyl-2-butyl-1-((6'-cyano-[1,1':3',1''-terphenyl]-4-yl)methyl)-1H-imidazole-5-carbohydrazide